1-(4-(1-chloroethyl)phenoxy)cyclopropanecarboxylic acid methyl ester COC(=O)C1(CC1)OC1=CC=C(C=C1)C(C)Cl